(R)-1-(3-(4-decylphenyl)-1,2,4-oxadiazol-5-yl)pentane-1,5-diamine dihydrochloride Cl.Cl.C(CCCCCCCCC)C1=CC=C(C=C1)C1=NOC(=N1)[C@@H](CCCCN)N